C(C1=CC(O)=C(O)C(O)=C1)(=O)[C@@]([C@@]([C@@]([C@](C(O)(C(C1=CC(O)=C(O)C(O)=C1)=O)C(C1=CC(O)=C(O)C(O)=C1)=O)(O)C(C1=CC(O)=C(O)C(O)=C1)=O)(O)C(C1=CC(O)=C(O)C(O)=C1)=O)(O)C(C1=CC(O)=C(O)C(O)=C1)=O)(O)CO hexagalloyl-galactitol